O=C1N(C2C=C(CN1C2)N2N=CC(=C2)S(N)(=O)=O)OS(=O)(=O)[O-] [7-oxo-3-(4-sulfamoylpyrazol-1-yl)-1,6-diazabicyclo[3.2.1]oct-3-en-6-yl]-sulfat